4-[3-(5-chloro-3-pyridinyl)-1-methyl-pyrazol-4-yl]-6-methyl-1H-pyrazolo[3,4-b]pyridine ClC=1C=C(C=NC1)C1=NN(C=C1C1=C2C(=NC(=C1)C)NN=C2)C